C(C)OC(=O)C=1C(C=C2N(C(CC=3C=C(C(=NC23)Cl)OCC2CC2)C(C)(C)C)C1)=O 6-(tert-butyl)-2-chloro-3-(cyclopropylmethoxy)-10-oxo-5,10-dihydro-6H-pyrido[1,2-h][1,7]naphthyridine-9-carboxylic acid ethyl ester